N-methyl-N-benzyl-N,N-bis(hydroxyethyl)ammonium chloride [Cl-].C[N+](CCO)(CCO)CC1=CC=CC=C1